3-thienyl-alanine S1C=C(C=C1)N[C@@H](C)C(=O)O